O=C1N(CCC(N1)=O)C1=CC=C(CN2CCC(CC2)NC(C2=C(C=C(C(=C2)OC)NC2=NC=C(C(=N2)OC2=C3C(N(CC3=CC=C2)C)=O)C(F)(F)F)F)=O)C=C1 N-(1-(4-(2,4-dioxotetrahydropyrimidin-1(2H)-yl)benzyl)piperidin-4-yl)-2-fluoro-5-methoxy-4-((4-((2-methyl-3-oxoisoindolin-4-yl)oxy)-5-(trifluoromethyl)pyrimidin-2-yl)amino)benzamide